COC1(CN(C1)C(=O)OC(C)(C)C)COS(=O)(=O)C1=CC=C(C)C=C1 tertbutyl 3-methoxy-3-((tosyloxy)methyl)azetidine-1-carboxylate